2,7-dibromo-biphenylene BrC1=CC=2C3=CC(=CC=C3C2C=C1)Br